(3',5'-diphenyl-1,1':2',1''-terphenyl-3''-yl)-phenyl-(4'-naphthalen-1-yl-biphenyl-4-yl)-amine C1(=CC=CC=C1)C1=C(C(=CC(=C1)C1=CC=CC=C1)C1=CC=CC=C1)C1=CC(=CC=C1)N(C1=CC=C(C=C1)C1=CC=C(C=C1)C1=CC=CC2=CC=CC=C12)C1=CC=CC=C1